4-((6-((diphenylmethylene)amino)-3-(methylsulfonyl)pyridin-2-yl)amino)-N-(methyl-d3)pyridazine-3-carboxamide 4-(trifluoromethyl)cyclohexane-1-carboxylate FC(C1CCC(CC1)C(=O)O)(F)F.C1(=CC=CC=C1)C(C1=CC=CC=C1)=NC1=CC=C(C(=N1)NC1=C(N=NC=C1)C(=O)NC([2H])([2H])[2H])S(=O)(=O)C